(6aR,9R)-N,N-bis(ethyl-d5)-7-(methyl-d3)-4,6,6a,7,8,9-hexahydroindolo[4,3-fg]quinoline-9-carboxamide trifluoroacetate FC(C(=O)O)(F)F.C(C([2H])([2H])[2H])(N(C(=O)[C@H]1CN([C@@H]2CC=3C4=C(C2=C1)C=CC=C4NC3)C([2H])([2H])[2H])C(C([2H])([2H])[2H])([2H])[2H])([2H])[2H]